(S)-1-(2,2-difluoroethyl)-3-(4-fluoro-3-methylphenyl)-1-(1-(1-oxo-1,2-dihydroisoquinolin-4-yl)ethyl)urea FC(CN(C(=O)NC1=CC(=C(C=C1)F)C)[C@@H](C)C1=CNC(C2=CC=CC=C12)=O)F